NC1=NC(=NC(=N1)N)C(CC)C=1N=C(NC1)CCCCCCCCCCC 1-(4,6-diamino-s-triazin-2-yl)propyl-2-undecylimidazole